C(C)[Si](C(C(=O)OC1CCCCC1)C)(CC)CC cyclohexyl α-triethylsilylpropionate